BrC=1C=C(C=CC1)SC=1C=NC=CC1C(=N)NO 3-[(3-Bromophenyl)sulfanyl]-N-hydroxypyridine-4-carboxamidine